FC1([C@](C1)(CN1C[C@@H](CC1)OC)COC1=NC2=C(C(=C(C=C2C(=N1)N1C[C@@]2(CC[C@H](C1)N2)C)F)C2(CC1=CC=CC=C1C=C2)O)F)F 2-(((R)-2,2-difluoro-1-(((R)-3-methoxypyrrolidin-1-yl)meth-yl)cyclopropyl)methoxy-6,8-difluoro-4-((1S,5R)-1-methyl-3,8-diaza-bicyclo[3.2.1]octan-3-yl)quinazolin-7-yl)naphthalen-2-ol